COCCCC=C(C(=O)[O-])C#N Methoxypropylcyanoacrylat